2-(8-fluoro-6-methyl-4-oxo-benzo[d][1,2,3]triazin-3(4H)-yl)acetic acid FC1=CC(=CC2=C1N=NN(C2=O)CC(=O)O)C